C1(CCCCCCCCC\C=C\CCCO1)=O trans-11-pentadecen-1,15-olide